2,3,5,6-tetrafluoro-4-hydroxymethylbenzonitrile FC1=C(C#N)C(=C(C(=C1F)CO)F)F